3-bromo-2-(1-(4-methoxybenzyl)-3-(trifluoromethyl)-1H-1,2,4-triazol-5-yl)imidazo[1,2-a]pyrimidin-6-yl methanesulfonate CS(=O)(=O)OC=1C=NC=2N(C1)C(=C(N2)C2=NC(=NN2CC2=CC=C(C=C2)OC)C(F)(F)F)Br